4-[cyclopropyl-[4-(5,6,7,8-tetrahydro-1,8-naphthyridin-2-yl)butyl]amino]-2-[1-(2-fluorophenyl)ethoxycarbonylamino]butanoic acid C1(CC1)N(CCC(C(=O)O)NC(=O)OC(C)C1=C(C=CC=C1)F)CCCCC1=NC=2NCCCC2C=C1